2-(((7-Cyano-4-(4-(trifluoromethoxy)phenyl)benzo[d]thiazol-6-yl)amino)methyl)acrylic acid C(#N)C1=C(C=C(C=2N=CSC21)C2=CC=C(C=C2)OC(F)(F)F)NCC(C(=O)O)=C